Cl.O[C@H]1C(N(CC1)C1C(CNCC1)C(=O)OCC)=O ethyl 4-((R)-3-hydroxy-2-oxopyrrolidin-1-yl)piperidine-3-carboxylate hydrochloride